sodium mannitol phosphate P(=O)([O-])([O-])[O-].C([C@@H](O)[C@@H](O)[C@H](O)[C@H](O)CO)O.[Na+].[Na+].[Na+]